COC1=NC=C(C(=N1)OC)C=1C=C(C=2N(N1)C=CN2)[C@@H]2[C@H](C2)C2=CN=C(S2)C(F)(F)F 5-((1S,2S)-2-(6-(2,4-dimethoxypyrimidin-5-yl)imidazo[1,2-b]pyridazin-8-yl)cyclopropyl)-2-(trifluoromethyl)thiazole